FC1=CC=C(C=C1)[C@@H]1N(C[C@H](CC1)C)C(C(=O)N)=O 2-[(2R,5S)-2-(4-fluorophenyl)-5-methyl-1-piperidyl]-2-oxo-acetamide